CN1C=C(C=2N=C(NC(C21)=O)C=2C=C(C=CC2OCCC)S(=O)(=O)N2CCN(CC2)CCO[N+](=O)[O-])CCC 2-(4-((3-(5-Methyl-4-oxo-7-propyl-4,5-dihydro-3H-pyrrolo[3,2-d]pyrimidin-2-yl)-4-propoxyphenyl)sulfonyl)piperazin-1-yl)ethylnitrat